C(CCCCCC)[Zr] monon-heptyl-zirconium